F[C@H]1C[C@@H](O[C@@H]1CO)N1C(NC(C(=C1)C)=O)=O 1-[(2R,4S,5R)-4-fluoro-5-(hydroxymethyl)tetrahydrofuran-2-yl]-5-methyl-pyrimidine-2,4-dione